C1(CC1)C=1N=CN(C1)C=1C(=CC(=C(C(=O)NC2=NC(=CC=C2C2CC2)C2=NN=CN2C(C)C)C1)F)C 5-(4-cyclopropyl-1H-imidazol-1-yl)-N-(3-cyclopropyl-6-(4-isopropyl-4H-1,2,4-triazol-3-yl)pyridin-2-yl)-2-fluoro-4-methylbenzamide